3-(7-fluoro-4-((8-morpholinooctyl)thio)-1-oxoisoindolin-2-yl)piperidine-2,6-dione FC=1C=CC(=C2CN(C(C12)=O)C1C(NC(CC1)=O)=O)SCCCCCCCCN1CCOCC1